propylvanillate C(CC)OC(C1=CC(OC)=C(O)C=C1)=O